CC=1C=C(C=C2C(NC(=NC12)C1=CC2=C(C=N1)C=CS2)=O)CN2CCC1(COC1)CC2 8-methyl-6-(2-oxa-7-azaspiro[3.5]nonan-7-ylmethyl)-2-thieno[3,2-c]pyridin-6-yl-3H-quinazolin-4-one